{6'-amino-5'-[1-(2,6-dichloro-3-fluoro-phenyl)-ethoxy]-[3,3']bipyridinyl-6-yl}-(4-methyl-piperazin-1-yl)-methanone NC1=C(C=C(C=N1)C=1C=NC(=CC1)C(=O)N1CCN(CC1)C)OC(C)C1=C(C(=CC=C1Cl)F)Cl